FC1=C(C=CC=C1F)[C@@H]1COC2=CC(=CC=C2[C@@H]1C1=CC(=C(C=C1)N1CCC(CC1)C(OC)OC)F)O |r| rac-cis-3-(2,3-difluorophenyl)-4-(4-(4-(dimethoxymethyl)piperidin-1-yl)-3-fluorophenyl)chroman-7-ol